NC1=NC=C(C=N1)C=1C=C(C=CC1)[C@H](C)N1C(N=CC=C1C=1C=CC2=C(C(=CO2)CC)C1)C N-[(1S)-1-[3-(2-aminopyrimidin-5-yl)phenyl]ethyl]-6-(3-ethyl-1-benzofuran-5-yl)-2-methylpyrimidin